C1(CC1)C1=C(C=CC(=C1)C#N)C1=C(C=CC(=C1)F)OC=1C(=NC=NC1)N1CC2(CC1)CN(CC2)CC2=CC=C1CC(NC1=C2)=O 2-cyclopropyl-5'-fluoro-2'-((4-(7-((2-oxoindolin-6-yl)methyl)-2,7-diazaspiro[4.4]nonan-2-yl)pyrimidin-5-yl)oxy)-[1,1'-biphenyl]-4-carbonitrile